2-(pyridin-2-yl)prop-2-en-1-ol N1=C(C=CC=C1)C(CO)=C